C(C)N(CCC1=CNC=2C=CC(=C(C12)O)C)C 3-(2-(ethyl-(methyl)amino)ethyl)-5-methyl-1H-indol-4-ol